N-[(1R,3S)-3-{[6-chloro-2-(trifluoromethyl)quinolin-4-yl]amino}cyclohexyl]-1-(piperidin-4-yl)-1H-pyrazole-4-carboxamide ClC=1C=C2C(=CC(=NC2=CC1)C(F)(F)F)N[C@@H]1C[C@@H](CCC1)NC(=O)C=1C=NN(C1)C1CCNCC1